5-[5-[(1S)-1-(tert-butoxycarbonylamino)ethyl]-1,2,4-triazol-1-yl]pyrazine-2-carboxylic acid C(C)(C)(C)OC(=O)N[C@@H](C)C1=NC=NN1C=1N=CC(=NC1)C(=O)O